4-bromobenzene-1,2-diol BrC=1C=C(C(=CC1)O)O